4-cyclopentyl-2-oxobutanamide C1(CCCC1)CCC(C(=O)N)=O